ClC1=CC=C(C=C1)C1=CC=2C3=C(C=NC2C=C1)N(C(N3C=3C=C(C#N)C=CC3C)=N)CCO 3-(8-(4-Chlorophenyl)-3-(2-hydroxyethyl)-2-imino-2,3-dihydro-1H-imidazo[4,5-c]quinolin-1-yl)-4-methylbenzonitrile